2-(5-bromo-thiophen-2-ylmethylene)-malononitrile BrC1=CC=C(S1)C=C(C#N)C#N